1-(1-(((cyclohexyloxy)carbonyl)oxy)ethyl)-5-(4-(hexyloxy)-1,2,5-thiadiazol-3-yl)-1-methyl-1,2,3,6-tetrahydropyridin-1-ium iodide [I-].C1(CCCCC1)OC(=O)OC(C)[N+]1(CCC=C(C1)C1=NSN=C1OCCCCCC)C